O=C1S\C(\C(N1CCCCCCC(=O)NO)=O)=C/C=1C=NC2=CC=CC=C2C1 (Z)-7-(2,4-dioxo-5-(quinolin-3-ylmethylene)thiazolidin-3-yl)-N-hydroxyheptanamide